(Z)-Cyclodecene C/1=C/CCCCCCCC1